C1(=C(C=CC=C1)[C@H]1N(CCN(C1)C1=CC=C(C=C1)C(F)(F)F)C1CC2(C1)CCN(CC2)C2=CC=C(C(=O)N)C=C2)C 4-(2-((R)-2-(o-tolyl)-4-(4-(trifluoromethyl)phenyl)piperazin-1-yl)-7-azaspiro[3.5]nonan-7-yl)benzamide